C(C(=C)C)(=O)OCCCCCCCCCC(CC)OC(C(=C)C)=O 1,10-dodecanediol dimethacrylate